(R)-6-methyl-N-(1-(3-(trifluoromethyl)phenyl)ethyl)-[1,3]dioxolo[4,5-g]quinazolin-8-amine CC1=NC=2C=C3C(=CC2C(=N1)N[C@H](C)C1=CC(=CC=C1)C(F)(F)F)OCO3